N-(2-((2,5-dichloropyrimidin-4-yl)amino)-5-fluorophenyl)methanesulfonylamide ClC1=NC=C(C(=N1)NC1=C(C=C(C=C1)F)CS(=O)(=O)[NH-])Cl